C(CCCCCC(C)C)OC(=O)C1C(CCCC1)C(=O)OCCCCCCC(C)C di-isononyl-1,2-cyclohexane-dicarboxylate